(R)-N-(3-ethyl-1H-pyrazol-5-yl)-5-(2-(5-fluoro-2-methoxypyridin-3-yl)pyrrolidin-1-yl)pyrazolo[1,5-a]pyrimidine-3-carboxamide C(C)C1=NNC(=C1)NC(=O)C=1C=NN2C1N=C(C=C2)N2[C@H](CCC2)C=2C(=NC=C(C2)F)OC